1-(2-(3-chloro-4-(6-(1-methylcyclopropoxy)-9-((4-methylpyridin-2-yl)methyl)-9H-purin-8-yl)phenoxy)ethyl)piperazin-2-one ClC=1C=C(OCCN2C(CNCC2)=O)C=CC1C=1N(C2=NC=NC(=C2N1)OC1(CC1)C)CC1=NC=CC(=C1)C